C(#N)[C@H]1N(CC(C1)(F)F)C(CNC(=O)C1=CC=NC2=C(C=CC=C12)NC(CCC(=O)NCCNC(OC(C)(C)C)=O)=O)=O tert-butyl (S)-(2-(4-((4-((2-(2-cyano-4,4-difluoropyrrolidin-1-yl)-2-oxoethyl)carbamoyl) quinolin-8-yl)amino)-4-oxobutanamido)ethyl)carbamate